ClS(=O)(=O)C1=CN=C(S1)NC(OC(C)(C)C)=O tert-butyl (5-(chlorosulfonyl)thiazol-2-yl)carbamate